C1(=CC=CC=C1)N1NC(=CC1=O)C(F)(F)F 2-phenyl-5-trifluoromethyl-pyrazol-3-one